4-((4-((3-(N-(tert-butyl)sulfamoyl)phenyl)amino)-5-methylpyrimidin-2-yl)amino)-N-(4-methoxybenzyl)benzamide C(C)(C)(C)NS(=O)(=O)C=1C=C(C=CC1)NC1=NC(=NC=C1C)NC1=CC=C(C(=O)NCC2=CC=C(C=C2)OC)C=C1